C(C)(C)(C)OC(N(CC1C(NCCC1)=O)N)=O.FC1=C(C(=C(C(=C1F)F)F)OCC1COC1)S(=O)(=O)N(C)C 2,3,4,5-tetrafluoro-N,N-dimethyl-6-(oxetan-3-ylmethoxy)benzenesulfonamide tert-butyl-N-amino-N-[(2-oxo-3-piperidyl)methyl]carbamate